ClC1=C(C=C(NC=2C3=C(N=CN2)C=CC(=N3)N3CC2(CCN2C(=O)OC(C)(C)C)C3)C=C1)F tert-butyl 6-[4-(4-chloro-3-fluoro-anilino)pyrido[3,2-d]pyrimidin-6-yl]-1,6-diazaspiro[3.3]heptane-1-carboxylate